C(C)C1=CN=CC=2N=C(N=C(C21)NC(C)C)C2=C(C=NC=C2)F Ethyl-2-(3-fluoropyridin-4-yl)-N-(propan-2-yl)pyrido[3,4-d]pyrimidin-4-amine